COC1(C)CC=C(C=C1)OC 1,4-dimethoxytoluene